N-[6-(4-formylphenyl)-4-methoxypyridazin-3-yl]-N-methylprop-2-enamide C(=O)C1=CC=C(C=C1)C1=CC(=C(N=N1)N(C(C=C)=O)C)OC